5-Methoxy-6-(1-{5-[4-(trifluoro-methyl)-phenoxy]-pyridine-2-carbonyl}piperidin-4-yl)-pyridazin-3-amine COC=1C=C(N=NC1C1CCN(CC1)C(=O)C1=NC=C(C=C1)OC1=CC=C(C=C1)C(F)(F)F)N